COC1CN(C1)C(CC1=CC=C(C=C1)NC=1N=CC2=C(N1)CN(CC2)C2=C(C1=C(OCCN1C(=O)OC(C)(C)C)N=C2)C)=O tert-butyl 7-[2-({4-[2-(3-methoxyazetidin-1-yl)-2-oxoethyl]phenyl}amino)-5H,6H,7H,8H-pyrido[3,4-d]pyrimidin-7-yl]-8-methyl-1H,2H,3H-pyrido[2,3-b][1,4]oxazine-1-carboxylate